BrC1=CC=C(CNC2=C(C=C(C(=C2)OC)OC)[N+](=O)[O-])C=C1 N-(4-bromobenzyl)-4,5-dimethoxy-2-nitroaniline